ON=C(N)C=1C=CSC1 4-(N'-hydroxycarbamimidoyl)thiophen